2-(4-sulfanylbutyl)isoindoline-1,3-dione SCCCCN1C(C2=CC=CC=C2C1=O)=O